C(C)OC(=O)C1=C(SC=C1OS(=O)(=O)C(F)(F)F)C.N1CC2(C=3C=NC(=CC31)NC(C)=O)CC2 N-(1',2'-dihydrospiro[cyclopropan-1,3'-pyrrolo[3,2-C]pyridin]-6'-yl)acetamide Ethyl-2-methyl-4-(((trifluoromethyl)sulfonyl)oxy)thiophene-3-carboxylate